FC(C1=CC(=NC=C1)OC1CC2(C1)CCN(CC2)C(=O)OC(C)(C)C)(F)F tert-butyl 2-((4-(trifluoromethyl)pyridin-2-yl)oxy)-7-azaspiro[3.5]nonane-7-carboxylate